C1(=CC=CC=C1)C1=NC(=NC(=N1)C1=CC=CC=C1)C=1C(=C(C(=C(C1N1C2=CC=C(C=C2C=2C=C(C=CC12)C#N)C#N)N1C2=CC=C(C=C2C=2C=C(C=CC12)C#N)C#N)C1=NC(=CC=C1)C1=CC=CC=C1)N1C2=CC=C(C=C2C=2C=C(C=CC12)C#N)C#N)N1C2=CC=C(C=C2C=2C=C(C=CC12)C#N)C#N 9,9',9'',9'''-(3-(4,6-diphenyl-1,3,5-triazin-2-yl)-6-(6-phenylpyridin-2-yl)benzene-1,2,4,5-tetrayl)tetrakis(9H-carbazole-3,6-dicarbonitrile)